(2-(2-(2-(2,6-dioxopiperidin-3-yl)-1-oxoisoindolin-4-yl)thiazol-5-yl)ethyl)picolinamide O=C1NC(CCC1N1C(C2=CC=CC(=C2C1)C=1SC(=CN1)CCC=1C(=NC=CC1)C(=O)N)=O)=O